N1(CCC1)C/C=C/C(=O)N1CCN(CC1)C1=NC=C(C=N1)NC1=CC=C(C=C1)C1=CC2=C(N=CN=C2N2CCOCC2)N1 (E)-4-(azetidin-1-yl)-1-(4-(5-((4-(4-morpholino-7H-pyrrolo[2,3-d]pyrimidin-6-yl)phenyl)amino)pyrimidin-2-yl)piperazin-1-yl)but-2-en-1-one